CN1CCC(=CC1)C=1C(=NC(=NC1)NC=1C=NN(C1)C)OC=1C=C(C=CC1)NC(C=C)=O N-(3-((5-(1-methyl-1,2,3,6-tetrahydropyridin-4-yl)-2-((1-methyl-1H-pyrazol-4-yl)amino)pyrimidin-4-yl)oxy)phenyl)acrylamide